C(#N)C1=CC2=C(N(C(C[C@@H](N2)C)=O)CC2=C(C=CC3=CC=CC=C23)OC)C=C1 (3S,4S)-7-cyano-1-[(2-methoxynaphthalen-1-yl)methyl]-4-methyl-2-oxo-2,3,4,5-tetrahydro-1H-1,5-benzodiazepine